NCC=1C(=CC(=NC1C)N(C(OC(C)(C)C)=O)C(=O)OC(C)(C)C)C tert-butyl (5-(aminomethyl)-4,6-dimethylpyridin-2-yl)(tert-butoxycarbonyl)carbamate